COC(CNC(C)CC1=CC=CC=C1)OC dimethoxyethyl-amphetamine